ethyl 4-(2-bromo-4-fluorophenyl)-6-((4-(ethoxycarbonyl) piperidin-1-yl) methyl)-2-(thiazol-2-yl)-1,4-dihydropyrimidine-5-carboxylate BrC1=C(C=CC(=C1)F)C1N=C(NC(=C1C(=O)OCC)CN1CCC(CC1)C(=O)OCC)C=1SC=CN1